C(C)(C)(C)OC(=O)NCCCN1C=NC2=C1C(=CC(=C2)C2=C(C=C(C=C2)C)Cl)C(=O)OC Methyl 1-(3-((tert-butoxycarbonyl)amino)propyl)-5-(2-chloro-4-methylphenyl)-1H-benzo[d]imidazole-7-carboxylate